2-{4-[5-fluoro-2-(1-methylazetidin-3-yl)-1H-pyrrolo[2,3-b]pyridin-4-yl]piperidine-1-carbonyl}-5-(trifluoromethoxy)aniline FC=1C(=C2C(=NC1)NC(=C2)C2CN(C2)C)C2CCN(CC2)C(=O)C2=C(N)C=C(C=C2)OC(F)(F)F